FC=1C=C(C=CC1F)NC(N(C(C)C1=CNC(C2=CC=CC=C12)=O)C)=O 3-(3,4-difluorophenyl)-1-methyl-1-(1-(1-oxo-1,2-dihydroisoquinolin-4-yl)ethyl)urea